5-[4-[3,3-Difluoro-4-[2-(1-piperidyl)ethoxy]pyrrolidin-1-yl]pyrrolo[2,1-f][1,2,4]triazin-6-yl]-1H-pyrimidine-2,4-dione FC1(CN(CC1OCCN1CCCCC1)C1=NC=NN2C1=CC(=C2)C=2C(NC(NC2)=O)=O)F